ClC1=NN2C(C=CC(=C2)C23CNCC(CN(C2)C)O3)=N1 (2-chloro-[1,2,4]triazolo[1,5-a]pyridin-6-yl)-7-methyl-9-oxa-3,7-diazabicyclo[3.3.1]nonane